C(C)(C)(C)OC(NC=1C=NC(=C(C1)Cl)C(=O)C1CC1)=O (5-chloro-6-(cyclopropanecarbonyl)pyridin-3-yl)carbamic acid tert-butyl ester